Cl.NC=1SC2=C(N1)CC[C@@H](C2)N(CCC)CC2CCN(CC2)C(=O)C=2NC=CC2 (S)-(4-(((2-amino-4,5,6,7-tetrahydrobenzo[d]thiazol-6-yl)(propyl)amino)methyl)piperidin-1-yl)(1H-pyrrol-2-yl)methanone hydrochloride